BrC1=NC(=C(C=C1N)Cl)OC 2-bromo-5-chloro-6-methoxypyridin-3-amine